ethyl 2,2-difluoro-3-methylbutanoate FC(C(=O)OCC)(C(C)C)F